FC=1C=C(CN2CC3CCC(C2)N3C(=O)OC(C)(C)C)C=CC1B1OC(C(O1)(C)C)(C)C tert-butyl 3-(3-fluoro-4-(4,4,5,5-tetramethyl-1,3,2-dioxaborolan-2-yl)benzyl)-3,8-diazabicyclo[3.2.1]octane-8-carboxylate